COC1=CC(=C(N)C=C1)N1CCC(CC1)C 4-methoxy-2-(4-methylpiperidin-1-yl)aniline